(R)-N-ethyl-5-fluoro-2-((5-(2-(6-((2-hydroxy-2-methylpropyl)amino)-2-methylhex-3-yl)-2,6-diazaspiro[3.4]oct-6-yl)-1,2,4-triazin-6-yl)oxy)-N-isopropylbenzamide C(C)N(C(C1=C(C=CC(=C1)F)OC1=C(N=CN=N1)N1CC2(CN(C2)[C@@H](C(C)C)CCCNCC(C)(C)O)CC1)=O)C(C)C